4-(cyano-methyl)-2-ethylsulfanyl-benzoic acid methyl ester COC(C1=C(C=C(C=C1)CC#N)SCC)=O